C(\C=C/CC)[C@H]1CCCC(O1)=O |r| (+-)-6-[(2Z)-2-penten-1-yl]tetrahydro-2H-pyran-2-one